O[C@@H]1[C@@H](CSC1)NC(=O)C=1C(N(N=C(C1)C1=CC=C(C=C1)C(F)(F)F)C=1C=NC=CC1)=O (-)-N-[(cis)-4-hydroxytetra-hydrothiophen-3-yl]-3-oxo-2-(pyridin-3-yl)-6-[4-(trifluoromethyl)phenyl]-2,3-dihydropyridazine-4-carboxamide